C1=CC(=CC=C1C#N)O p-Cyanophenol